OC1=NC=CC=C1NC=1SC([C@H](N1)C(=O)O)(C)C (R)-2-((2-hydroxypyridin-3-yl)amino)-5,5-dimethyl-4,5-dihydrothiazole-4-carboxylic acid